[3-[4-(Dimethylphosphorylmethyl)phenyl]azetidin-1-yl]-[(3S)-3-(1H-triazol-5-yl)pyrrolidin-1-yl]methanone CP(=O)(C)CC1=CC=C(C=C1)C1CN(C1)C(=O)N1C[C@H](CC1)C1=CN=NN1